C(C1=CC=CC=C1)SC1=CC=C(C=C1)NC=1N=CC2=C(N1)N(C(C21CC1)=O)C1C(CCC1)C 2'-((4-(benzylthio)phenyl)amino)-7'-(2-methylcyclopentyl)spiro[cyclopropane-1,5'-pyrrolo[2,3-d]pyrimidin]-6'(7'H)-one